7-hydroxy-3,5-dimethyl-3,5-dihydro-4H-pyridazino[4,5-b]indol-4-one OC=1C=CC=2C3=C(N(C2C1)C)C(N(N=C3)C)=O